NC1=C(C(=NN1C1COCCC1)C1=C(C=C(C=C1)CNC(C1=C(C=CC=C1)OC)=O)F)C#N N-[[4-(5-amino-4-cyano-1-tetrahydropyran-3-yl-pyrazol-3-yl)-3-fluoro-phenyl]methyl]-2-methoxy-benzamide